4-((3,3-Difluorocyclobutyl)methoxy)-2,2-difluoro-7-(trifluoromethylsulfanyl)-2,3-dihydro-1H-inden-1-ol FC1(CC(C1)COC1=C2CC(C(C2=C(C=C1)SC(F)(F)F)O)(F)F)F